N1(CCC1)C1=NC=C(C=N1)CN1N=CC(=C1)NC(=O)C1=NC(=CN=C1C(F)F)C1=C(C(=CC=C1C(F)F)Cl)F N-(1-((2-(Azetidin-1-yl)pyrimidin-5-yl)methyl)-1H-pyrazol-4-yl)-6-(3-chloro-6-(difluoromethyl)-2-fluorophenyl)-3-(difluoromethyl)pyrazine-2-carboxamide